lithium (trimethylsilyl) vinylphosphonate C(=C)P(O[Si](C)(C)C)([O-])=O.[Li+]